P(=O)([O-])([O-])[O-].[Ti+4].[Al+3] aluminum-titanium phosphate